[Cl-].OCCOCC/[NH+]=C\1/C(=C(CCC1)NCCOCCO)C (E)-2-(2-Hydroxyethoxy)-N-(3-((2-(2-hydroxyethoxy)ethyl)amino)-2-methylcyclohex-2-en-1-yliden)ethan-1-aminium chlorid